Methyl (S)-2-((R)-2-(4-fluorophenyl)-2-methoxyethyl)-6-oxohexanoate FC1=CC=C(C=C1)[C@@H](C[C@@H](C(=O)OC)CCCC=O)OC